C(=O)(O)CCCC(=O)OC1[C@](C=C2C(C(C3(C(=C12)C)CC3)(C)O)=O)(C)COC(CCCC(=O)O)=O 5-(((2'S)-3'-((4-carboxybutanoyl)oxy)-6'-hydroxy-2',4',6'-trimethyl-7'-oxo-2',3',6',7'-tetrahydrospiro[cyclopropane-1,5'-inden]-2'-yl)methoxy)-5-oxopentanoic acid